palladium (II) oxide [Pd]=O